C1(=CC=CC2=CC=CC=C12)P(C1=CC=C(C=C1)O)(C1=CC=CC2=CC=CC=C12)=O di(1-naphthyl)(4-hydroxyphenyl)phosphine oxide